4H-pyrazino[2,3-b][1,4]oxazin O1C2=C(NC=C1)N=CC=N2